8-methyl-2-(2-methylbenzyl)-N-[(2RS)-pyrrolidin-2-ylmethyl]-4,5-dihydro-2H-furo[2,3-g]indazole-7-carboxamide CC1=C(OC=2CCC3=CN(N=C3C21)CC2=C(C=CC=C2)C)C(=O)NC[C@@H]2NCCC2 |r|